OCCOC1=NC=NC(=C1C1=CC=C(C[N+]2=NOC(=C2)[N-]C(NC2=CC(=CC=C2)C(F)(F)F)=O)C=C1)C (3-(4-(4-(2-hydroxyethoxy)-6-methylpyrimidin-5-yl)benzyl)-1,2,3-oxadiazol-3-ium-5-yl)((3-(trifluoromethyl)phenyl)carbamoyl)amide